N-(2,5-bis(piperidin-1-yl)oxazolo[4,5-b]pyridin-6-yl)-2-(6-methylpyridin-3-yl)oxazole-4-carboxamide N1(CCCCC1)C=1OC=2C(=NC(=C(C2)NC(=O)C=2N=C(OC2)C=2C=NC(=CC2)C)N2CCCCC2)N1